C1(=CC=CC=C1)NC(C)=N N-phenyl-acetamidine